3-(5-(4-((1-(2-(4-(4-amino-3-(4-phenoxyphenyl)-1H-pyrazolo[3,4-d]pyrimidin-1-yl)piperidin-1-yl)ethyl)azetidin-3-yl)methyl)piperazin-1-yl)-1-oxoisoindolin-2-yl)piperidine-2,6-dione NC1=C2C(=NC=N1)N(N=C2C2=CC=C(C=C2)OC2=CC=CC=C2)C2CCN(CC2)CCN2CC(C2)CN2CCN(CC2)C=2C=C1CN(C(C1=CC2)=O)C2C(NC(CC2)=O)=O